N-[(1R,3S)-3-{[6-chloro-2-(trifluoromethyl)quinolin-4-yl]amino}cyclohexyl]-3-cyano-1-(2-hydroxy-2-methylpropyl)-1H-pyrazole-4-carboxamide ClC=1C=C2C(=CC(=NC2=CC1)C(F)(F)F)N[C@@H]1C[C@@H](CCC1)NC(=O)C=1C(=NN(C1)CC(C)(C)O)C#N